CC1(CC=C(CC1)CCC1OCC(CO1)O)C 2-(2-(4,4-dimethylcyclohex-1-en-1-yl)ethyl)-1,3-dioxan-5-ol